FC1=CC=2N(C=C1)C(=CN2)C2=C1CNC(C1=C(C=C2)NC2=NC=C(C=C2)N2C[C@@H](CCC2)N2CCOCC2)=O (R)-4-(7-fluoroimidazo[1,2-a]pyridin-3-yl)-7-((5-(3-morpholinopiperidin-1-yl)pyridin-2-yl)amino)isoindolin-1-one